bis(2-hydroxyethyl)Methyl-Ammonium Chloride [Cl-].OCC[NH+](C)CCO